1-(4-fluoro-benzyl)-3-(4-isobutoxy-benzyl)-1-(octahydro-quinolizin-2-yl)-urea FC1=CC=C(CN(C(=O)NCC2=CC=C(C=C2)OCC(C)C)C2CC3CCCCN3CC2)C=C1